ClC=1C=C2CC(=CN(C2=CC1)S(=O)(=O)C1=CC=C(C)C=C1)C(=O)C1=CC=CC=C1 (6-chloro-1-tosyl-1,4-dihydroquinolin-3-yl)(phenyl)methanone